FC(C1=CC=C(N=N1)C=O)(F)F 6-(trifluoromethyl)pyridazine-3-carboxaldehyde